C(CC)(=O)NC1=CC=C(C(=O)NCCN(CC)CC)C=C1 4-Propionylamino-N-[2-(diethylamino)ethyl]benzamide